N-(2-Aminobenzyl)-2-ethynylthiazole-4-carboxamide NC1=C(CNC(=O)C=2N=C(SC2)C#C)C=CC=C1